4-(aminomethyl)-1-(phenylsulfonyl)-1H-pyrrole NCC=1C=CN(C1)S(=O)(=O)C1=CC=CC=C1